FC(C1=CC=C(C=C1)NCC=1N=NN(C1)C1=C(SC=C1)C(=O)N)(F)F [4-[[[4-(trifluoromethyl)phenyl]amino]methyl]-1H-1,2,3-triazol-1-yl]thiophene-2-carboxamide